N-(7-(4-amino-5-(4-methoxyphenyl)-7-methyl-7H-pyrrolo[2,3-d]pyrimidin-6-yl)spiro[3.5]non-6-en-2-yl)acrylamide NC=1C2=C(N=CN1)N(C(=C2C2=CC=C(C=C2)OC)C2=CCC1(CC(C1)NC(C=C)=O)CC2)C